ClC1=CN(C2=NC=CC(=C21)OC2=C(C=C(C=C2F)NC=2OCC1(CC1)CN2)F)COCC[Si](C)(C)C N-{4-[(3-chloro-1-{[2-(trimethylsilyl)ethoxy]methyl}-1H-pyrrolo[2,3-b]pyridin-4-yl)oxy]-3,5-difluorophenyl}-5-oxa-7-azaspiro[2.5]oct-6-en-6-amine